(1'S,4'R)-4'-(4-(4-(dimethoxymethyl)piperidin-1-yl)phenyl)-1'-methylspiro[cyclohexane-1,3'-isochroman] COC(C1CCN(CC1)C1=CC=C(C=C1)[C@H]1C2(O[C@H](C3=CC=CC=C13)C)CCCCC2)OC